C(C=1C(C(=O)[O-])=CC=CC1)(=O)OCC(C)(C)O mono(2-hydroxy-isobutyl) phthalate